(2S)-Isopropyl 2-(((((2S,4S)-4-(4-amino-2-oxopyrimidin-1(2H)-yl)-1,3-dioxolan-2-yl)methoxy)(phenoxy)phosphoryl)amino)propanoate NC1=NC(N(C=C1)[C@H]1O[C@H](OC1)COP(=O)(OC1=CC=CC=C1)N[C@H](C(=O)OC(C)C)C)=O